ClC=1C(=C(C=C(C1CC1=C(C(=C(C=C1)O)C(C)C)F)Cl)NCC(=O)NCCCF)F 2-((3,5-dichloro-2-fluoro-4-(2-fluoro-4-hydroxy-3-isopropylbenzyl)phenyl)amino)-N-(3-fluoropropyl)acetamide